COC(COC1=C(C=C(C=C1)O)C)=O.N1[C@@H](COCC1)C(=O)N1[C@H]2CC(C[C@@H]1CC2)NC(C2=CC=CC=C2)=O N-((1R,3R,5S)-8-((S)-morpholine-3-carbonyl)-8-azabicyclo[3.2.1]oct-3-yl)benzamide methyl-(4-hydroxy-2-methylphenoxy)acetate